1-oxo-2-(2,2,2-trifluoroethyl)-1,2,3,4-tetrahydroisoquinoline-4-carboxamide O=C1N(CC(C2=CC=CC=C12)C(=O)N)CC(F)(F)F